(3R,4R)-1-Cyclohexyl-4-{[5-(2,4-difluoro-phenyl)-isoxazole-3-carbonyl]-amino}-piperidine-3-carboxylic acid ((1S,2R)-2-phenyl-cyclopropyl)-amide C1(=CC=CC=C1)[C@@H]1[C@H](C1)NC(=O)[C@@H]1CN(CC[C@H]1NC(=O)C1=NOC(=C1)C1=C(C=C(C=C1)F)F)C1CCCCC1